(S)-4-(8-Ethyl-2-(piperazin-1-yl)-7,8-dihydro-1,6-naphthyridin-6(5H)-yl)-3-fluoropyrazolo[1,5-a]pyridine-7-carbonitrile C(C)[C@H]1CN(CC=2C=CC(=NC12)N1CCNCC1)C=1C=2N(C(=CC1)C#N)N=CC2F